4-(((4-(2,6-dioxopiperidin-3-yl)-3-fluorobenzyl)amino)methyl)-N-(4-methyl-3-((4-(pyridin-3-yl)pyrimidin-2-yl)amino)phenyl)benzamide O=C1NC(CCC1C1=C(C=C(CNCC2=CC=C(C(=O)NC3=CC(=C(C=C3)C)NC3=NC=CC(=N3)C=3C=NC=CC3)C=C2)C=C1)F)=O